(5-(2-(2-oxa-6-azaspiro[3.4]oct-6-yl)acetamido)-2-methylpyridin-3-yl)-2-(1-methyl-1H-pyrazol-4-yl)pyrazolo[5,1-b]thiazole-7-carboxamide C1OCC12CN(CC2)CC(=O)NC=2C=C(C(=NC2)C)C=2N1C(SC2C=2C=NN(C2)C)=C(C=N1)C(=O)N